5-fluoro-3-methyleneindolone FC=1C=C2C(C(NC2=CC1)=O)=C